tert-butyldimethyl-((1-(8-(4,4,5,5-tetramethyl-1,3,2-dioxaborolan-2-yl)naphthalen-1-yl)propan-2-yl)oxy)silane ethyl-2-(4-(3-(3-bromo-2-methylphenoxy)propyl)piperidin-1-yl)propanoate C(C)OC(C(C)N1CCC(CC1)CCCOC1=C(C(=CC=C1)Br)C)=O.C(C)(C)(C)[Si](OC(CC1=CC=CC2=CC=CC(=C12)B1OC(C(O1)(C)C)(C)C)C)(C)C